(2R,3S)-2-(2-chloro-5-fluoro-3-methyl-phenyl)-1-[2-[3-cyclopropyl-5-(trifluoromethyl)pyrazol-1-yl]acetyl]pyrrolidine-3-carboxylic acid ClC1=C(C=C(C=C1C)F)[C@@H]1N(CC[C@@H]1C(=O)O)C(CN1N=C(C=C1C(F)(F)F)C1CC1)=O